BrC(C(=O)O)C1=CC=CC=C1 α-bromophenyl-acetic acid